F[C@@H]1CN(CC1)C1=CC2=C(CC(O2)(C)CO)C=C1[N+](=O)[O-] [6-[(3s)-3-Fluoropyrrolidin-1-yl]-2-methyl-5-nitro-3H-benzofuran-2-yl]methanol